NC1=NC(=NC=C1)C=1C=NN(C1O)CC(F)(F)F 4-(4-Aminopyrimidin-2-yl)-1-(2,2,2-trifluoroethyl)-1H-pyrazol-5-ol